phenyl-triflic acid C1(=CC=CC=C1)OS(=O)(=O)C(F)(F)F